2-Ethoxyethyl-(2Z)-2-cyano-2-[3-(3-methoxypropylamino)cyclohex-2-en-1-yliden]acetat C(C)OCCOC(\C(=C\1/C=C(CCC1)NCCCOC)\C#N)=O